(6R,7aR)-7a-(((tert-Butyldiphenylsilyl)oxy)methyl)-2,6-difluoro-2-methylhexahydro-1H-pyrrolizine [Si](C1=CC=CC=C1)(C1=CC=CC=C1)(C(C)(C)C)OC[C@@]12C[C@H](CN2CC(C1)(C)F)F